2-((6-((5-chloro-2-(4-(2-((4-(2,6-dioxopiperidin-3-yl)phenyl)amino)ethyl)piperidin-1-yl)pyrimidin-4-yl)amino)-1-methyl-2-oxo-1,2-dihydroquinolin-3-yl)oxy)-N-methylacetamide ClC=1C(=NC(=NC1)N1CCC(CC1)CCNC1=CC=C(C=C1)C1C(NC(CC1)=O)=O)NC=1C=C2C=C(C(N(C2=CC1)C)=O)OCC(=O)NC